(E)-3-(4-((5-(3,5-dichlorophenyl)-1,3,4-oxadiazol-2-yl)methoxy)-3,5-dimethoxyphenyl)acryloyl chloride ClC=1C=C(C=C(C1)Cl)C1=NN=C(O1)COC1=C(C=C(C=C1OC)/C=C/C(=O)Cl)OC